NC1=C(SC(=C1)C1=C(C=CC(=C1)OC)Cl)C(=O)OC methyl 3-amino-5-(2-chloro-5-methoxyphenyl)thiophene-2-carboxylate